3-(3-chlorophenylethyl)-2-cyanopyridine ClC=1C=C(C=CC1)CCC=1C(=NC=CC1)C#N